3-(2,4-dichlorophenyl)-1-(4-hydroxyphenyl)prop-2-en-1-one ClC1=C(C=CC(=C1)Cl)C=CC(=O)C1=CC=C(C=C1)O